FC1(CCC(CC1)[C@@H](C=1N=C2N(N=C(C=C2)CC2(C(NCCC2)=O)C(=O)O)C1)NC(=O)C1=CC=NN1CC)F 3-((2-((S)-(4,4-difluorocyclohexyl)(1-ethyl-1H-pyrazole-5-carboxamido)methyl)imidazo[1,2-b]pyridazin-6-yl)methyl)-2-oxopiperidine-3-carboxylic acid